S1C(=NC=C1)CC(=O)O 2-(thiazole-2-yl)acetic acid